NC1=NC=NC(=C1OCCN(C(OC(C)(C)C)=O)C)C1=C(C(=CC(=C1)F)NC(C1=C(C=C(C=C1)C1CC1)F)=O)C tert-butyl (2-((4-amino-6-(3-(4-cyclopropyl-2-fluoro benzamido)-5-fluoro-2-methylphenyl)pyrimidin-5-yl)oxy)ethyl)(methyl)carbamate